C(C)C1=C(C=CC=C1)O o-ethyl-phenol